C[Si](CCCCCC[SiH2]C(N(CC)CC)N(CC)CC)(OCC)C 1-dimethylethoxysilyl-6-bis(diethylamino)methylsilylhexane